tert-butyl ((3-((tetrahydrofuran-2-yl) methyl)-1,2,4-oxadiazol-5-yl) methyl)carboxylate O1C(CCC1)CC1=NOC(=N1)CC(=O)OC(C)(C)C